6-(6-(2-hydroxypropan-2-yl)pyridin-3-yl)-4-(((1S,3R)-3-methoxycyclopentyl)methyl)-3,4-dihydropyrazino[2,3-b]pyrazin-2(1H)-one OC(C)(C)C1=CC=C(C=N1)C=1N=C2C(=NC1)NC(CN2C[C@@H]2C[C@@H](CC2)OC)=O